2-bromo-4-fluoro-6-methylaniline BrC1=C(N)C(=CC(=C1)F)C